2-(4-bromo-2-methyl-pyrazol-3-yl)-4-chloro-6-(cyclopropoxy)benzonitrile BrC1=C(N(N=C1)C)C1=C(C#N)C(=CC(=C1)Cl)OC1CC1